C1(CC1)C1OCCN(C1)C=1N=CC2=C(N1)N=CC(=C2)C(=O)N 2-(2-cyclopropylmorpholino)pyrido[2,3-d]pyrimidine-6-carboxamide